C(C)(C)(C)OC(=O)N1[C@@H](C[C@@H](CC1)C(C)(OS(=O)(=O)C1=CC=C(C=C1)C)[2H])C1=CC=CC=C1 |r| rac-(2s,4r)-4-[1-deutero-1-(p-tolylsulfonyloxy)ethyl]-2-phenyl-piperidine-1-carboxylic acid tert-butyl ester